1-methyl-6-(4-methylpyrimidin-2-yl)-1H-indole-2-carboxylic acid ethyl ester C(C)OC(=O)C=1N(C2=CC(=CC=C2C1)C1=NC=CC(=N1)C)C